COCC(C#C)=O 1-methoxybut-3-yn-2-one